CN1CC(C1)C1=C(C(=O)N)C=CC(=C1)N1CCNCC1 (1-methylazetidin-3-yl)-4-(piperazin-1-yl)benzamide